1-(3-((4,4-bis(((Z)-oct-5-en-1-yl)oxy)butanoyl)oxy)-2-(hydroxymethyl)propyl) 8-(2-hexyldecyl) octanedioate C(CCCCCCC(=O)OCC(CCCCCCCC)CCCCCC)(=O)OCC(COC(CCC(OCCCC\C=C/CC)OCCCC\C=C/CC)=O)CO